CC=1C(=NN(C(C1)=O)C1=CC=C(C=C1)C(F)(F)F)C(=O)N 4-methyl-6-oxo-1-(4-trifluoromethylphenyl)-1,6-dihydropyridazine-3-amide